FC[C@H]([C@H]([C@@H](C(CO)=O)O)O)O 6-deoxy-6-fluoro-d-fructose